C1(CC1)S(=O)(=O)NC=1SC=C(N1)C(C(=O)NC1=CC=C(C=C1)C1=NC(=CN=C1)C#C)(C)C 2-(2-(cyclopropanesulfonamido)thiazol-4-yl)-N-(4-(6-ethynylpyrazin-2-yl)phenyl)-2-methylpropanamide